CC1OC2=C(C(=NC(=C2)S(=O)(=O)C)C2=CN(C3=CN=C(C=C32)NC(C)=O)C)OC1C N-(3-(2,3-dimethyl-7-(methylsulfonyl)-2,3-dihydro-[1,4]dioxino[2,3-c]pyridin-5-yl)-1-methyl-1H-pyrrolo[2,3-c]pyridin-5-yl)acetamide